2-((2R,5S)-5-methyl-2-(1-methyl-1H-indazol-5-yl)piperidin-1-yl)-2-oxoacetamide C[C@H]1CC[C@@H](N(C1)C(C(=O)N)=O)C=1C=C2C=NN(C2=CC1)C